4-(4-((1R,5S)-3,8-diazabicyclo[3.2.1]octan-8-yl)-8-fluoro-2-(((2R,7aS)-2-fluorotetrahydro-1H-pyrrolizin-7a(5H)-yl)methoxy)quinazolin-7-yl)-5-ethynyl-6-fluoronaphthalen-2-ol [C@H]12CNC[C@H](CC1)N2C2=NC(=NC1=C(C(=CC=C21)C2=CC(=CC1=CC=C(C(=C21)C#C)F)O)F)OC[C@]21CCCN1C[C@@H](C2)F